2,4-Heptandion CC(CC(CCC)=O)=O